FC1(CCN(CC1)C(=O)C=1C(=NC=CC1)N1CCN(CC1)CC=C)F 1-(4-(3-(4,4-difluoropiperidine-1-carbonyl)pyridin-2-yl)piperazin-1-yl)prop-2-en